CNC=1N=C2N(C(N1)C)CCCN2C N,4,9-Trimethyl-6,7,8,9-tetrahydro-4H-pyrimido[1,2-a][1,3,5]triazin-2-amine